2-[4-(4-aminophenyl)cyclohexyl]acetic acid methyl ester COC(CC1CCC(CC1)C1=CC=C(C=C1)N)=O